NC=1C(=NC(=CC1C(F)(F)F)Cl)C(=O)N 3-Amino-6-chloro-4-(trifluoromethyl)picolinamide